4,4'-Thiobis(6-tert-butyl-o-cresol) S(C=1C=C(C(=C(C1)C(C)(C)C)O)C)C=1C=C(C(=C(C1)C(C)(C)C)O)C